OC1=C(C=C(C=C1C(C1=CC=CC=C1)(C)C)C(C1=CC=CC=C1)(C)C)N1N=C2C(=N1)C=CC=C2 2-[2-hydroxy-3,5-bis(dimethylbenzyl)phenyl]-2H-benzotriazole